2-methoxy-5-[[[2-(1-piperidyl)-4-pyridyl]methylamino]-methyl]phenol COC1=C(C=C(C=C1)CNCC1=CC(=NC=C1)N1CCCCC1)O